4-((4-methylthiazol-5-yl)oxy)cyclohexan-1-ol CC=1N=CSC1OC1CCC(CC1)O